6-chloro-4-((4-cyclopropyl-2-(N-methylcyclopropanesulfonamido)phenyl)amino)-N-ethoxynicotinamide ClC1=NC=C(C(=O)NOCC)C(=C1)NC1=C(C=C(C=C1)C1CC1)N(S(=O)(=O)C1CC1)C